9,9'-spirobi[9H-fluorene]-2-amine C1=C(C=CC=2C3=CC=CC=C3C3(C12)C1=CC=CC=C1C=1C=CC=CC13)N